6'-fluoro-4'-hydroxy-3',4'-dihydrospiro[azetidine-3,2'-[1]benzopyran]-1-carboxylic acid tert-butyl ester C(C)(C)(C)OC(=O)N1CC2(OC3=C(C(C2)O)C=C(C=C3)F)C1